O=C1NCC=2C=CC=C(C12)C=1C=2CN(CC2C=CC1)C#N 3-oxo-[4,4'-biisoindoline]-2'-carbonitrile